3,3'-dithiobispropanesulfonic acid C(CCSSCCCS(=O)(=O)O)S(=O)(=O)O